BrC=1C=C(C2=C(N(N=C2C1)C)I)OC 6-bromo-3-iodo-4-methoxy-2-methylindazole